F[C@@]1(OC(O[C@H]1F)=O)C trans-4,5-difluoro-4-methyl-1,3-dioxolan-2-one